12-(piperidin-4-yl)dodecane-1-amine N1CCC(CC1)CCCCCCCCCCCCN